Cl.N=1NC=C2C=CC=C(C12)C#N 2H-indazole-7-carbonitrile hydrochloride